N-Methyl-N'-[(1s,4s)-4-(5-ethynyl-2-{[4-(4-methylpiperazin-1-yl)phenyl]amino}-7-oxopyrido[2,3-d]pyrimidin-8-yl)cyclohexyl]propanediamide CNC(CC(=O)NC1CCC(CC1)N1C(C=C(C2=C1N=C(N=C2)NC2=CC=C(C=C2)N2CCN(CC2)C)C#C)=O)=O